4-bromo-3,5-dimethylbenzonitrile BrC1=C(C=C(C#N)C=C1C)C